ClC1=NC(=C(C(=O)O)C=C1)OC(F)F 6-chloro-2-(difluoromethoxy)nicotinic acid